[6-(3-cyclopropyl-1,2,4-triazol-1-yl)-2-azaspiro[3.3]heptan-2-yl]-[6-(3-methylsulfonylbenzyl)-2-azaspiro[3.3]heptan-2-yl]methanone C1(CC1)C1=NN(C=N1)C1CC2(CN(C2)C(=O)N2CC3(C2)CC(C3)CC3=CC(=CC=C3)S(=O)(=O)C)C1